((propoxycarbonyl)amino)-1H-1,2,3-triazol C(CC)OC(=O)NN1N=NC=C1